C1=CC=CC=2OC3=CC=CC=C3N(C12)[C@@H]1[C@@H]2[C@H](COC1)OS(O2)=O (3aS,7S,7aR)-7-(10H-phenoxazin-10-yl)tetrahydro-4H-[1,3,2]dioxathiolo[4,5-c]pyran 2-oxide